(R)-dodecane-1,3-diol C(C[C@@H](CCCCCCCCC)O)O